4-(tert-butyl)-N-(2-(5-(2,6-dioxopiperidin-3-yl)-4-oxo-5,6-dihydro-4H-thieno[3,4-c]pyrrol-1-yl)ethyl)benzenesulfonamide C(C)(C)(C)C1=CC=C(C=C1)S(=O)(=O)NCCC=1SC=C2C1CN(C2=O)C2C(NC(CC2)=O)=O